tert-butyl (2-((2-(1,3-dioxoisoindolin-2-yl)ethyl)(methyl)amino)ethyl)carbamate O=C1N(C(C2=CC=CC=C12)=O)CCN(CCNC(OC(C)(C)C)=O)C